2-Fluoro-6-(7-fluoro-2H-benzopyran-4-yl)-3-(trifluoromethyl)benzoic acid methyl ester COC(C1=C(C(=CC=C1C1=CCOC2=C1C=CC(=C2)F)C(F)(F)F)F)=O